O=C1N(CC2=CC(=CC=C12)OCC=C)C1C(NC(CC1)=O)=O 3-(3-oxo-6-prop-2-enoxy-1H-isoindol-2-yl)piperidine-2,6-dione